The molecule is a 1-acyl-sn-glycero-3-phosphoethanolamine zwitterion obtained by transfer of a proton from the amino to the phosphate group of 1-oleoyl-sn-glycero-3-phosphoethanolamine. It is a 1-acyl-sn-glycero-3-phosphoethanolamine zwitterion, a lysophosphatidylethanolamine zwitterion 18:1 and an oleoyl-sn-glycero-3-phosphoethanolamine zwitterion. It is a tautomer of a 1-oleoyl-sn-glycero-3-phosphoethanolamine. CCCCCCCC/C=C\\CCCCCCCC(=O)OC[C@H](COP(=O)([O-])OCC[NH3+])O